C(C)(C)(CC)O[Si]1(O[SiH](O[Si](O[SiH](O1)C)(C)OC(C)(C)CC)C)C 2,6-Di-t-pentoxy-2,4,6,8-tetramethyl-cyclotetrasiloxane